COC1=NC(=NC=C1C)N[C@H]1C[C@H](CCC1)N1CC2=CC=C(C=C2C1=O)NC(C=C)=O N-(2-((1S,3R)-3-((4-Methoxy-5-methylpyrimidin-2-yl)amino)cyclohexyl)-3-oxoisoindolin-5-yl)acrylamide